COC=1C=C(C=CC1)[C@@H](C)N1C=NC2=C(C1=O)C1=C(S2)CNCC1 (R)-3-(1-(3-Methoxyphenyl)ethyl)-5,6,7,8-tetrahydropyrido[4',3':4,5]thieno[2,3-d]pyrimidin-4(3H)-one